CN1C=C(C2=CC=CC=C12)C=1C(NC(C1C1=CN(C2=CC=CC=C12)C1CCN(CC1)CC1=NC=CC=C1)=O)=O 3-(1-methylindol-3-yl)-4-[1-[1-(pyridin-2-ylmethyl)piperidin-4-yl]Indol-3-yl]Pyrrole-2,5-dione